1-[4-(4-Fluoro-phenylmethanesulfonyl)-phenyl]-3-(1H-pyrazol-4-yl)-urea FC1=CC=C(C=C1)CS(=O)(=O)C1=CC=C(C=C1)NC(=O)NC=1C=NNC1